COC([C@@H](N=C(C1=CC=CC=C1)C1=CC=CC=C1)CC1=CC(=CC=C1)OCC[C@@H]1OCCOC1)=O 3-{2-[(2S)-1,4-Dioxacyclohex-2-yl]ethoxy}-N-(diphenylmethylene)phenylalanine methyl ester